1,6-bis(p-methylbenzoylperoxycarbonyloxy)hexane tert-butyl-(2-(2-((3-((2,6-dichloropyrimidin-4-yl)amino)-1H-indazol-5-yl)methyl)-4-fluorophenoxy)ethyl)carbamate C(C)(C)(C)N(C(O)=O)CCOC1=C(C=C(C=C1)F)CC=1C=C2C(=NNC2=CC1)NC1=NC(=NC(=C1)Cl)Cl.CC1=CC=C(C(=O)OOC(=O)OCCCCCCOC(=O)OOC(C2=CC=C(C=C2)C)=O)C=C1